The molecule is a dipeptide composed of L-glutamic acid and L-tyrosine joined by a peptide linkage. It has a role as a human metabolite. It is a dipeptide, a secondary carboxamide, a dicarboxylic acid, a primary amino compound and a member of phenols. It derives from a L-glutamic acid and a L-tyrosine. It is a conjugate acid of a gamma-Glu-Tyr(1-). C1=CC(=CC=C1C[C@@H](C(=O)O)NC(=O)CC[C@@H](C(=O)O)N)O